tert-butyl 3-(4-chloro-3-cyano-1H-indol-7-yl)piperidine-1-carboxylate ClC1=C2C(=CNC2=C(C=C1)C1CN(CCC1)C(=O)OC(C)(C)C)C#N